tert-butyl (R)-4-(4-((2,6-dioxopiperidin-3-yl)oxy)-2-oxopyridin-1(2H)-yl)piperidine-1-carboxylate O=C1NC(CC[C@H]1OC1=CC(N(C=C1)C1CCN(CC1)C(=O)OC(C)(C)C)=O)=O